4,6-dichloro-N-(2,2,2-Trifluoroethoxy)nicotinamide ClC1=CC(=NC=C1C(=O)NOCC(F)(F)F)Cl